(3S)-3-(5-{[(3S,4S)-1-({8-fluoro-2-[1-(oxetan-3-yl)piperidin-4-yl]quinazolin-6-yl}methyl)-4-(methoxymethyl)pyrrolidin-3-yl]oxy}-1-oxo-2,3-dihydro-1H-isoindol-2-yl)piperidine-2,6-dione FC=1C=C(C=C2C=NC(=NC12)C1CCN(CC1)C1COC1)CN1C[C@H]([C@@H](C1)COC)OC=1C=C2CN(C(C2=CC1)=O)[C@@H]1C(NC(CC1)=O)=O